9-methyl-6,6-bis(methyl-d3)-3-pentyl-6H-benzo[c]chromen-1-ol CC1=CC2=C(C(OC=3C=C(C=C(C23)O)CCCCC)(C([2H])([2H])[2H])C([2H])([2H])[2H])C=C1